monoaminoporphyrin NC1=C2NC(=C1)C=C1C=CC(=N1)C=C1C=CC(N1)=CC=1C=CC(N1)=C2